C(CC)OCC=1C(=CC=CC1)COCCC α,α'-di-n-propoxy-o-xylene